2-Furfurylthioinosine 5'-monophosphate P(=O)(O)(O)OC[C@@H]1[C@H]([C@H]([C@@H](O1)N1C=NC=2C(S)=NC(=NC12)CC1=CC=CO1)O)O